Methyl 2-(3-((4-(pyridazin-3-yl)phenyl)amino)phenyl)-1H-benzo[d]imidazole-6-carboxylate N1=NC(=CC=C1)C1=CC=C(C=C1)NC=1C=C(C=CC1)C1=NC2=C(N1)C=C(C=C2)C(=O)OC